2-ethyl-2-methylpropane-1,3-diol C(C)C(CO)(CO)C